N-[5-[hydroximinomethyl]-2-pyridyl]-2,2,3,3-tetramethyl-cyclopropanecarboxamide N(O)=CC=1C=CC(=NC1)NC(=O)C1C(C1(C)C)(C)C